FC1(CC(CN(C1)C=1C=NC=CC1)N(CC1=CC(=NC=C1)C)CC1=CN(C2=CC=CC=C2C1=O)C)F 3-({[5,5-difluoro-1-(pyridin-3-yl)piperidin-3-yl][(2-methylpyridin-4-yl)methyl]amino}methyl)-1-methyl-1,4-dihydroquinolin-4-one